C(C)(C)(C)N1C[C@H]([C@@H](CC1)NC(=O)C1=NOC(=C1)C1=C(C=C(C=C1)F)F)C(=O)O |r| rac-(3R,4R)-1-tert-butyl-4-{[5-(2,4-difluoro-phenyl)-isoxazole-3-carbonyl]-amino}-piperidine-3-carboxylic acid